COC1=CC2=C(N(C([C@H]3N(C2=O)CCCC3)OC3OCCCC3)C(=O)OCC=C)C=C1O[Si](C(C)C)(C(C)C)C(C)C Allyl (6aS)-2-methoxy-12-oxo-6-((tetrahydro-2H-pyran-2-yl)oxy)-3-((triisopropylsilyl)oxy)-6,6a,7,8,9,10-hexahydrobenzo[e]pyrido[1,2-a][1,4]diazepine-5(12H)-carboxylate